2',4,6'-trifluoro-[1,1'-biphenyl]-3-carbaldehyde FC1=C(C(=CC=C1)F)C1=CC(=C(C=C1)F)C=O